O1C(=CC=C1)C(C(=O)C1=CC=CC=C1)(O)C=1OC=CC1 difuranyl-hydroxyacetophenone